1-((2S,4R)-4-fluoro-1-(methyl-d3)pyrrolidin-2-yl)ethan-1-ol F[C@@H]1C[C@H](N(C1)C([2H])([2H])[2H])C(C)O